(S)-2-cyclopropyl-N-(((S)-8-ethyl-4-fluoro-8-hydroxy-9,12-dioxo-2,3,8,9,12,14-hexahydro-1H,11H-cyclopenta[f]pyrano[3',4':6,7]indolizino[1,2-b]quinolin-15-yl)methyl)-2-hydroxyacetamide C1(CC1)[C@@H](C(=O)NCC1=C2C(=NC3=CC(=C4C(=C13)CCC4)F)C4=CC1=C(C(N4C2)=O)COC([C@]1(O)CC)=O)O